C(#N)C=1C=C(C=O)C=CC1 3-cyanobenzaldehyde